2-(2'-ethyl-2,6'-difluoro-4'-((8-(methylsulfonyl)-3,8-diazabicyclo[3.2.1]octan-3-yl)methyl)-[1,1'-biphenyl]-4-yl)-1,1,1,3,3,3-hexafluoropropan-2-ol C(C)C1=C(C(=CC(=C1)CN1CC2CCC(C1)N2S(=O)(=O)C)F)C2=C(C=C(C=C2)C(C(F)(F)F)(C(F)(F)F)O)F